N-[[4-[4-amino-1-[(1R,4R)-4-fluorocyclopent-2-en-1-yl]pyrazolo[3,4-d]pyrimidin-3-yl]phenyl]methyl]-2-methoxy-benzamide NC1=C2C(=NC=N1)N(N=C2C2=CC=C(C=C2)CNC(C2=C(C=CC=C2)OC)=O)[C@H]2C=C[C@@H](C2)F